Ethyl (6-iodo-3-(3-methoxy-4-((4-(perfluoroethyl)benzyl)oxy)benzyl)-3H-imidazo[4,5-b]pyridin-2-yl)carbamate IC=1C=C2C(=NC1)N(C(=N2)NC(OCC)=O)CC2=CC(=C(C=C2)OCC2=CC=C(C=C2)C(C(F)(F)F)(F)F)OC